2-fluoro-5-(pyrimidin-2-yl)-4-(trifluoromethyl)benzamid FC1=C(C(=O)N)C=C(C(=C1)C(F)(F)F)C1=NC=CC=N1